6-(bicyclo[1.1.1]pentan-1-ylmethyl)-4-((5-bromo-1,3,4-thiadiazol-2-yl)methyl)-4,6-diazaspiro[2.4]heptane-5,7-dione C12(CC(C1)C2)CN2C(N(C1(CC1)C2=O)CC=2SC(=NN2)Br)=O